chlorodioxin ClC=1OC=COC1